CS(=O)(=O)N1CCN(CC1)CC1=CC=C(C=C1)C1=NOC(=N1)C(F)(F)F 3-[4-[(4-methylsulfonylpiperazin-1-yl)methyl]phenyl]-5-(trifluoromethyl)-1,2,4-oxadiazole